(RS)-2-methylpropan-2-sulfinamide CC(C)(C)[S@@](=O)N |r|